2-(3-(((1S,2R,3R,5R)-2-fluoro-8-azabicyclo[3.2.1]octan-3-yl)oxy)-1,2,4-triazin-6-yl)-5-(5-methyl-2H-tetrazol-2-yl)phenol F[C@@H]1[C@@H]2CC[C@H](C[C@H]1OC=1N=NC(=CN1)C1=C(C=C(C=C1)N1N=C(N=N1)C)O)N2